FC(C(=O)O)(F)F.NC1=NC=CC(=C1Cl)SC=1C=2N(C(=CN1)N1CCC3([C@@H](C=4N(N=CC4)C3)N)CC1)C=NC2 (S)-1-(8-((2-amino-3-chloropyridin-4-yl)thio)imidazo[1,5-a]pyrazin-5-yl)-4'H,6'H-spiro[piperidine-4,5'-pyrrolo[1,2-b]pyrazole]-4'-amine (trifluoroacetate)